N-(5-cyclopropylpyridin-2-yl)-2-(6-fluoroimidazo[1,2-a]pyridin-2-yl)acetamide C1(CC1)C=1C=CC(=NC1)NC(CC=1N=C2N(C=C(C=C2)F)C1)=O